C1(=C(C=CC=C1)C1C(=O)OC(CC1)C)C α-tolyl-δ-caprolactone